3-hydroxy-3-(5H-imidazo[5,1-a]isoindol-5-yl)-2,2-dimethylpropanamide OC(C(C(=O)N)(C)C)C1N2C(C3=CC=CC=C13)=CN=C2